CN1C(CC(CC1(C)C)OC(CCCCCCCCC(=O)OC1CC(N(C(C1)(C)C)C)(C)C)=O)(C)C Bis(1,2,2,6,6-pentamethyl-l-4-piperidinyl)-sebacat